NC1=NC=CC(=N1)OC1=NC=2C=CC=C(C2C=C1)C(=O)NC1=CC(=CC=C1)C(F)(F)F 2-(2-Aminopyrimidin-4-yloxy)-N-(3-(trifluoromethyl)phenyl)quinoline-5-carboxamide